tert-butyl (trans-4-((benzylcarbamoyl)(5-(2-methoxypyrimidin-5-yl)pyrazin-2-yl)amino)cyclohexyl)carbamate C(C1=CC=CC=C1)NC(=O)N([C@@H]1CC[C@H](CC1)NC(OC(C)(C)C)=O)C1=NC=C(N=C1)C=1C=NC(=NC1)OC